2,2',2''-(10-{2-[(carboxymethyl)(ethyl)amino]-2-oxoethyl}-1,4,7,10-tetraazacyclododecane-1,4,7-triyl)triacetic acid gadolinium [Gd].C(=O)(O)CN(C(CN1CCN(CCN(CCN(CC1)CC(=O)O)CC(=O)O)CC(=O)O)=O)CC